N-methylbenzo[d]-thiazole-6-carboxamide CNC(=O)C1=CC2=C(N=CS2)C=C1